N(=C=O)CC1=C(C(=CC=C1)CN=C=O)O 2,6-bis(isocyanatomethyl)phenol